CC1=NNC(O1)=O 5-methyl-1,3,4-oxadiazol-2(3H)-one